N1=C(N=CC=C1)C1N(CCNC1)C(=O)N pyrimidin-2-yl-piperazine-1-carboxamide